(1S,3S)-3-(8-amino-1-{4-[(4-cyclopropylpyridin-2-yl)carbamoyl]-2-ethoxy-6-fluorophenyl}imidazo[1,5-a]pyrazin-3-yl)-1,3-dimethylcyclopentanecarboxylic acid NC=1C=2N(C=CN1)C(=NC2C2=C(C=C(C=C2F)C(NC2=NC=CC(=C2)C2CC2)=O)OCC)[C@@]2(C[C@](CC2)(C(=O)O)C)C